N1C=C(C2=CC=CC=C12)NC(=O)N1CC2=CC=C(C=C2CC1)C1=CC=CC=C1 N-(1H-indol-3-yl)-6-phenyl-3,4-dihydroisoquinoline-2(1H)-carboxamide